O=C1NC(CCC1N1C(C2=CC=C(C(=C2C1)F)CNC(=O)C1=CC2=C(O1)C(C1=CC=CC=C1C2=O)=O)=O)=O N-((2-(2,6-dioxopiperidin-3-yl)-4-fluoro-1-oxoisoindolin-5-yl)methyl)-4,9-dioxo-4,9-dihydronaphtho[2,3-b]furan-2-carboxamide